(Z)-11-hexadecen-1-ylacetate C(CCCCCCCCC\C=C/CCCC)CC(=O)[O-]